p-(N,N-dimethyl)aminobenzoate CN(C)C1=CC=C(C(=O)[O-])C=C1